di(cyclopentadienyl)-bis[2,6-difluoro-3-((acetylamino)methyl)phenyl]titanium C1(C=CC=C1)[Ti](C1=C(C(=CC=C1F)CNC(C)=O)F)(C1=C(C(=CC=C1F)CNC(C)=O)F)C1C=CC=C1